N-((1S,3R)-3-(3-(3-(benzyloxy)-1-methyl-1H-pyrazol-4-yl)-4-fluorobenzyl)-3-(4-(chloromethyl)oxazol-2-yl)cyclopentyl)methanesulfonamide C(C1=CC=CC=C1)OC1=NN(C=C1C=1C=C(C[C@]2(C[C@H](CC2)NS(=O)(=O)C)C=2OC=C(N2)CCl)C=CC1F)C